C1=C(N=C[N-]1)C[C@@H](C(=O)[O-])N The molecule is the L-enantiomer of histidinate(2-). It has a role as an Escherichia coli metabolite and a Saccharomyces cerevisiae metabolite. It is a conjugate base of a L-histidinate(1-). It is an enantiomer of a D-histidinate(2-).